2-(4-methoxybenzyl)-1-methyl-5-phenyl-7-((2,2,2-trifluoroethyl)amino)-1,5-dihydro-4H-imidazo[4,5-c][1,8]naphthyridin-4-one COC1=CC=C(CC=2N(C3=C(C(N(C=4N=C(C=CC34)NCC(F)(F)F)C3=CC=CC=C3)=O)N2)C)C=C1